N-[(4,5-difluoro-1H-benzimidazol-2-yl)methyl]-8-(1-methyl-1H-pyrazol-4-yl)-2-(morpholin-4-yl)pyrazolo[1,5-a][1,3,5]triazin-4-amine FC1=C(C=CC=2NC(=NC21)CNC2=NC(=NC=1N2N=CC1C=1C=NN(C1)C)N1CCOCC1)F